C(C(C(C(C)O)O)O)O 1,2,3,4-pentanetetrol